1-cyano-N,N-dimethyl-2'-oxo-1',4'-dihydro-2'H-spiro[pyrrolidine-3,3'-quinoline]-7'-carboxamide C(#N)N1CC2(C(NC3=CC(=CC=C3C2)C(=O)N(C)C)=O)CC1